C(C=C)(=O)OC(CCC(C(C(C(C(C(C(C(C(C(F)(F)F)(F)F)(F)F)(F)F)(F)F)(F)F)(F)F)(F)F)(F)F)(F)F)O acryloyloxy-1-hydroxy-4,4,5,5,6,6,7,7,8,8,9,9,10,10,11,11,12,12,13,13,13-heneicosafluorotridecane